OC1=C(C=C(C=C1)C(C)(C1=CC=CC=C1)C1=CC(=C(C=C1)O)C1=CC=CC=C1)C1=CC=CC=C1 1,1-bis(4-hydroxy-3-phenylphenyl)-1-phenylethane